Cl.COC([C@@H](CC(C)(C)C)N)=O (R)-2-amino-4,4-dimethylvaleric acid methyl ester hydrochloride